N1([C@@H](CCC1)C(=O)OC[C@]1(N2CCC(C1=O)CC2)COC)C(=O)OC[C@]2(N1CCC(C2=O)CC1)COC bis(((1S,2R,4S)-2-(methoxymethyl)-3-oxoquinuclidin-2-yl)methyl) (S)-pyrrolidine-1,2-dicarboxylate